(1H-indol-3-yl)-5-trifluoromethyl-isoindoline-2-carboxamide N1C=C(C2=CC=CC=C12)C1N(CC2=CC(=CC=C12)C(F)(F)F)C(=O)N